5-(4-fluoro-2-methyl-1-(1-methylpiperidin-4-yl)-1H-benzo[d]imidazol-6-yl)-N-((1-(trifluoromethyl)cyclopropyl)methyl)-7H-pyrrolo[2,3-d]pyrimidin-2-amine FC1=CC(=CC=2N(C(=NC21)C)C2CCN(CC2)C)C2=CNC=1N=C(N=CC12)NCC1(CC1)C(F)(F)F